(S)-N1-(2-methylbenzyl)-N1-(3-methylbutan-2-yl)oxalamide (S)-2,2,2-trifluoroethyl-2-((2-methylbenzyl)(3-methylbutan-2-yl)amino)-2-oxoacetate FC(COC(C(=O)N([C@@H](C)C(C)C)CC1=C(C=CC=C1)C)=O)(F)F.CC1=C(CN(C(C(=O)N)=O)[C@@H](C)C(C)C)C=CC=C1